[O-]S(=O)(=O)C(F)(F)F (Z)-triflate